(E)-methyl 5-(3-(2-cyano-2-(6-methoxy-3H-imidazo[4,5-c]pyridin-2-yl) vinyl)-2,5-dimethyl-1H-pyrrol-1-yl)-4-methylthiophene-2-carboxylate C(#N)\C(=C/C1=C(N(C(=C1)C)C1=C(C=C(S1)C(=O)OC)C)C)\C1=NC2=C(C=NC(=C2)OC)N1